C1(CC1)C#C[C@@]1(NC(NC2=CC(=CC=C12)B1OC(C(O1)(C)C)(C)C)=O)C(F)(F)F (S)-4-(cyclopropylethynyl)-7-(4,4,5,5-tetramethyl-1,3,2-dioxaborolan-2-yl)-4-(trifluoromethyl)-3,4-dihydroquinazolin-2(1H)-one